CC1=CC=CC(=N1)C1=NNC=C1C=1N=C2C(=CC=NC2=CC1)C(=O)NCN1CCOCC1 6-[3-(6-methyl-2-pyridyl)-1H-pyrazol-4-yl]-N-(morpholinomethyl)-1,5-naphthyridine-4-carboxamide